COC(=O)C1(CC1)N1N=C(C(=C1C)[N+](=O)[O-])OCCCN1N=C(C=2C1=NC(=NC2)Cl)Cl 1-(3-(3-(3,6-dichloro-1H-pyrazolo[3,4-d]pyrimidin-1-yl)propoxy)-5-methyl-4-nitro-1H-pyrazol-1-yl)cyclopropanecarboxylic acid methyl ester